FC(OC=1C=C(C(=O)NC(C)C2=NC=CN=C2C2=NN(C(C=C2)=O)C)C=C(C1)C(F)(F)F)F 3-(difluoromethoxy)-N-[1-[3-(1-methyl-6-oxo-pyridazin-3-yl)pyrazin-2-yl]ethyl]-5-(trifluoromethyl)benzamide